nitrourea zinc salt [Zn].[N+](=O)([O-])NC(=O)N